3-methyl-5-(N-(3-(4-(tert-butoxycarbonyl)piperazin-1-yl)benzyl)-N-phenethylsulfamoyl)benzofuran-2-carboxylic acid CC1=C(OC2=C1C=C(C=C2)S(N(CCC2=CC=CC=C2)CC2=CC(=CC=C2)N2CCN(CC2)C(=O)OC(C)(C)C)(=O)=O)C(=O)O